tert-butyl (3-fluoro-2-(hydroxymethyl)-4-(trifluoromethoxy)phenyl)carbamate FC=1C(=C(C=CC1OC(F)(F)F)NC(OC(C)(C)C)=O)CO